CC1(CCC(CC1)=O)CN1C2(COC2)C(N(C1=O)COCC[Si](C)(C)C)=O 5-[(1-Methyl-4-oxo-cyclohexyl)methyl]-7-(2-trimethylsilylethoxymethyl)-2-oxa-5,7-diazaspiro[3.4]octane-6,8-dione